C(C)N1CC(=CC2=CC(=C(C=C12)N1CCN(CC1)C)F)CC=CC1=CC=C(C=C1)Cl 1-ethyl-6-fluoro-7-(4-methylpiperazin-1-yl)-3-(4-chlorocinnamyl)-quinoline